N1,N3-bis(2-(2-(5-((3aS,4S,6aR)-2-iminohexahydro-1H-thieno[3,4-d]imidazole-4-yl)pentanamido)ethoxy)ethyl)isophthalamide N=C1N[C@H]2[C@@H](N1)CS[C@H]2CCCCC(=O)NCCOCCNC(C2=CC(C(=O)NCCOCCNC(CCCC[C@@H]1SC[C@@H]3NC(N[C@@H]31)=N)=O)=CC=C2)=O